C1(=C(C(=CC(=C1)C)C)C1=CC=C2C=CN(C2=C1)P(OC1=C(C=2CCCCC2C=C1)C1=C(C=CC=2CCCCC12)OP(N1C=CC2=CC=C(C=C12)C1=C(C=C(C=C1C)C)C)N1C=CC2=CC=C(C=C12)C1=C(C=C(C=C1C)C)C)N1C=CC2=CC=C(C=C12)C1=C(C=C(C=C1C)C)C)C 2,2'-bis((bis(6-mesityl-1H-indol-1-yl)phosphaneyl)oxy)-5,5',6,6',7,7',8,8'-octahydro-1,1'-binaphthalene